1-(4-bromopyridin-2-yl)cyclopropane-1-carbonitrile BrC1=CC(=NC=C1)C1(CC1)C#N